6-(2,4-dimethoxypyrimidin-5-yl)-3-fluoro-8-[(1S,2S)-2-[3-fluoro-1-(2,2,2-trifluoroethyl)indazol-6-yl]cyclopropyl]imidazo[1,2-b]pyridazine COC1=NC=C(C(=N1)OC)C=1C=C(C=2N(N1)C(=CN2)F)[C@@H]2[C@H](C2)C2=CC=C1C(=NN(C1=C2)CC(F)(F)F)F